N,N-dimethyl-1-{4-[5-(trifluoromethyl)-1,2,4-oxadiazol-3-yl]benzyl}-1H-1,2,4-triazol-3-ylamine CN(C)C1=NN(C=N1)CC1=CC=C(C=C1)C1=NOC(=N1)C(F)(F)F